4-(4-(2-bromo-9-phenyl-9H-fluoren-9-yl)butoxy)benzaldehyde BrC1=CC=2C(C3=CC=CC=C3C2C=C1)(C1=CC=CC=C1)CCCCOC1=CC=C(C=O)C=C1